(3-(1-amino-1,3-dihydrospiro[indene-2,4'-piperidin]-1'-yl)-6-(2-(pyridin-3-yl)vinyl)pyrazin-2-yl)methanol NC1C2=CC=CC=C2CC12CCN(CC2)C=2C(=NC(=CN2)C=CC=2C=NC=CC2)CO